C(C)(C)(C)OC(=O)N1[C@@H](CCCC1)CNCC (S)-2-[(ethylamino)methyl]piperidine-1-carboxylic acid tert-butyl ester